1-[(2Z)-2,3-dibromoprop-2-en-1-yl]-3-quinolin-3-ylurea Br\C(\CNC(=O)NC=1C=NC2=CC=CC=C2C1)=C/Br